OCCN1[C@@H](CN(CC1)C(=O)OC(C)(C)C)C (R)-tert-butyl 4-(2-hydroxyethyl)-3-methylpiperazine-1-carboxylate